N1(CCC1)CC1=C2C(=NC(=C1)C=1C=C3CN(C(C3=CC1)=O)N1C(CCCC1=O)=O)N(C=C2)C (5-(4-(azetidin-1-ylmethyl)-1-methyl-1H-pyrrolo[2,3-b]pyridin-6-yl)-1-oxoisoindolin-2-yl)piperidine-2,6-dione